BrC=1CN(C2=CC(=CC=C2C1)CC1OC(C23OC(OC2CCC31)(C)C)N3C=CC1=C3N=CN=C1Cl)CC1=CC=C(C=C1)OC 3-bromo-7-((4-(4-chloro-7H-pyrrolo[2,3-d]pyrimidin-7-yl)-2,2-dimethyltetrahydro-5H,8H-furo[3',4':1,5]cyclopenta[1,2-d][1,3]dioxol-6-yl)methyl)-N-(4-methoxybenzyl)quinolin